butyl 3-(dipropylphosphono)propionate C(CC)OP(=O)(OCCC)CCC(=O)OCCCC